tert-butyl 2-(1,3-benzothiazole-6-sulfonyl)-2H,4H,5H,6H-pyrrolo[3,4-c]pyrazole-5-carboxylate S1C=NC2=C1C=C(C=C2)S(=O)(=O)N2N=C1C(=C2)CN(C1)C(=O)OC(C)(C)C